C1(=CC=CC2=CC=CC=C12)CC(=O)O.C1(=CC=CC2=CC=CC=C12)CC(=O)N naphthylacetamide (naphthaleneacetate)